tert-butyl ({4-[methoxy(methyl)carbamoyl]bicyclo[2.2.2]octan-1-yl}methyl)carbamate CON(C(=O)C12CCC(CC1)(CC2)CNC(OC(C)(C)C)=O)C